C1(CC1)C1=C(N=C2N1C=CC=C2)C=NS(=O)C(C)(C)C N-((3-cyclopropylimidazo[1,2-a]pyridin-2-yl)methylene)-2-methylpropan-2-sulfinamide